CN(C=CC(=O)C=1OC2=C(C1)C=CC=C2)C 3-(dimethylamino)-1-(benzofuran-2-yl)-2-propen-1-one